[Cl].OCCS(=O)(=O)NC=1SC=C(N1)C(=O)N 2-(2-hydroxyethylsulfonylamino)thiazole-4-carboxamide chlorine